N1=C(C=CC(=C1)C(=O)O)C1=CC=NC=C1 [2,4'-bipyridine]-5-carboxylic acid